BrC=1C(=CC(=NC1)NC(C1=CN=C(C=C1)C1=C(C=C(C=C1)C1=NOC(=N1)C)C1CC1)=O)OCCN(C)C N-(5-Bromo-4-(2-(dimethylamino)ethoxy)pyridin-2-yl)-6-(2-cyclopropyl-4-(5-methyl-1,2,4-oxadiazol-3-yl)phenyl)nicotinamid